1,2-dihydro-5-(3,5-dimethoxyphenyl)-1-ethyl-2-oxo-6-(2,4,6-trifluorophenyl)-3-pyridinecarbonitrile COC=1C=C(C=C(C1)OC)C=1C=C(C(N(C1C1=C(C=C(C=C1F)F)F)CC)=O)C#N